5-(3,4-difluorophenyl)-N-phenylfuran-2-carboxamide FC=1C=C(C=CC1F)C1=CC=C(O1)C(=O)NC1=CC=CC=C1